Ethyl 2-bromo-5-(hydroxymethyl)-6,7-dihydro-5H-pyrazolo[5,1-b][1,3]oxazine-3-carboxylate BrC1=NN2C(OC(CC2)CO)=C1C(=O)OCC